tert-butyl 4-(4-(4,4,5,5-tetramethyl-1,3,2-dioxaborolan-2-yl)benzoyl)piperazine-1-carboxylate CC1(OB(OC1(C)C)C1=CC=C(C(=O)N2CCN(CC2)C(=O)OC(C)(C)C)C=C1)C